C(C)(=O)ON=C(C(=O)C1=CC=C(C=C1)SC1=CC=CC=C1)CC1CCCCC1 N-acetyloxy-1-(4-phenylsulfanyl-phenyl)-3-cyclohexylpropane-1-one-2-imine